4-((6-fluorobenzo[d]oxazol-2-yl)methoxy)-3-methoxybenzaldehyde FC1=CC2=C(N=C(O2)COC2=C(C=C(C=O)C=C2)OC)C=C1